2-methyl-2-(3-methyl-4-nitro-1H-pyrazol-1-yl)propanoic acid CC(C(=O)O)(C)N1N=C(C(=C1)[N+](=O)[O-])C